(R)-1-(6-(4-fluoro-1H-pyrazol-1-yl)pyridin-3-yl)ethylamine hydrochloride Cl.FC=1C=NN(C1)C1=CC=C(C=N1)[C@@H](C)N